5-(5-(3,5-difluorophenyl)-4,5-dihydro-1H-pyrazole-1-carbonyl)-4-aza-spiro[2.5]octane-4-carboxylate FC=1C=C(C=C(C1)F)C1CC=NN1C(=O)C1N(C2(CC2)CCC1)C(=O)[O-]